C12CCC(CC1)C2NC(CN2C(C(=CC=C2)NC([C@H](CCC(C(=O)NCC)=O)NC(=O)C2=CN=NC=C2)=O)=O)=O (S)-N1-(1-(2-(Bicyclo[2.2.1]heptan-7-ylamino)-2-oxoethyl)-2-oxo-1,2-dihydropyridin-3-yl)-N6-ethyl-5-oxo-2-(pyridazin-4-carboxamido)hexandiamid